N-(2-((R)-4-Cyanothiazolidin-3-yl)-2-oxoethyl)-6-((R)-6-(fluoromethyl)-5-azaspiro[2.4]heptan-5-yl)quinoline-4-carboxamide C(#N)[C@H]1N(CSC1)C(CNC(=O)C1=CC=NC2=CC=C(C=C12)N1CC2(CC2)C[C@@H]1CF)=O